FC1=NC(=CC(=C1[N+](=O)[O-])C)OC 2-fluoro-6-methoxy-4-methyl-3-nitropyridine